(6-bromohexyl)dimethylsilane tert-butyl-(3S)-3-[(2S)-2-{[(benzyloxy)carbonyl]amino}-3-methoxy-3-oxopropyl]piperidine-1-carboxylate C(C)(C)(C)OC(=O)N1C[C@@H](CCC1)C[C@@H](C(=O)OC)NC(=O)OCC1=CC=CC=C1.BrCCCCCC[SiH](C)C